BrC=1C=C(C=C(C1)C(NCC1=CC=C(C=C1)C)=O)/C=C/C(=O)O (E)-3-(3-bromo-5-((4-methylbenzyl)carbamoyl)phenyl)acrylic acid